FC=1C=C(C=CC1)N1[C@H]2CN([C@H](C1)C2)C2=NC(=NC=C2C#N)N2CC1=C(CC2)NN=C1 4-[(1S,4R)-5-(3-fluorophenyl)-2,5-diazabicyclo[2.2.1]hept-2-yl]-2-(1,4,6,7-tetrahydro-5H-pyrazolo[4,3-c]pyridin-5-yl)pyrimidine-5-carbonitrile